C(C)(=O)OC1=C2C=CNC2=CC=C1 indol-4-yl acetate